C1(CC1)C1=CC(=C(OC2=C(C=C(C=C2)C(C)(C)O)C=2C3=C(C(N(C2)C)=C=O)N(C(=C3)C(=O)NCC)S(=O)(=O)CC3=CC=CC=C3)C(=C1)C)C 4-(2-(4-cyclopropyl-2,6-dimethylphenoxy)-5-(2-hydroxypropan-2-yl)phenyl)-N-ethyl-6-methyl-7-carbonyl-1-toluenesulfonyl-6,7-dihydro-1H-pyrrolo[2,3-c]pyridine-2-carboxamide